C1(CC1)CN([C@H](CNC(=O)[C@H]1[C@](C1)(C1=CC=CC=C1)C)CC1=CC(=C(C=C1)O)C)C (1R,2S)-N-((S)-2-((cyclopropylmethyl)(methyl)amino)-3-(4-hydroxy-3-methylphenyl)propyl)-2-methyl-2-phenylcyclopropane-1-carboxamide